FC=1C=C(C=CC1F)N1C(=CC2=C1C=C1C=NN(C1=C2)C(C(C)(C)C)=O)C(C)C 1-[5-(3,4-difluorophenyl)-6-isopropyl-pyrrolo[2,3-f]indazol-1-yl]-2,2-dimethyl-propan-1-one